OCCN1C(C(OCC1)=O)=O N-hydroxyethylmorpholine-2,3-dione